N[C@@H](C)C(=O)OC1(CCNCC1)CC1=CC=C(C=C1)Cl 4-(4-chlorobenzyl)piperidin-4-yl alaninate